C1(=CC=CC=C1)OC(CCC)=O (phenyl)butyrate